N-(3-(2-(dimethylamino)ethoxy)-5-(6-(trifluoromethyl)-1H-benzo[d]imidazol-2-yl)phenyl)-5-(pyridazin-3-yl)pyrimidin-2-amine CN(CCOC=1C=C(C=C(C1)C1=NC2=C(N1)C=C(C=C2)C(F)(F)F)NC2=NC=C(C=N2)C=2N=NC=CC2)C